CC1=C(C(=CC(=C1)C)C)O 2,4,6-Tri-methylphenol